C(=O)O.C(=O)O.CC1=NN2C(C=C(C(=C2)C)NC(=O)N2CCC=3C2=NC=CC3N3C[C@H](NCC3)C)=N1 (R)-N-(2,6-dimethyl-[1,2,4]triazolo[1,5-a]pyridin-7-yl)-4-(3-methylpiperazin-1-yl)-2,3-dihydro-1H-pyrrolo[2,3-b]pyridine-1-carboxamide diformate